Ethyl 3-[2-(methylsulfanyl)-4-{[(1s,4s)-4-{[(tert-butyldimethylsilyl)oxy]methyl}cyclohexyl]amino}pyrimidin-5-yl]-3-oxopropanoate CSC1=NC=C(C(=N1)NC1CCC(CC1)CO[Si](C)(C)C(C)(C)C)C(CC(=O)OCC)=O